6-chloro-5-fluoro-N-[(1R)-1-[2-[(4-methoxyphenyl)methylamino]-3-pyridyl]ethyl]-N-methyl-2-methylsulfanyl-pyrimidin-4-amine ClC1=C(C(=NC(=N1)SC)N(C)[C@H](C)C=1C(=NC=CC1)NCC1=CC=C(C=C1)OC)F